N[C@@H](CO)C(=O)N[C@@H](CC(C)C)C(=O)O serylleucine